tert-Butyl ((1r,4r)-4-((4-(2-(2,3-difluoro-4-((phenylmethyl)sulfonamido)phenoxy)pyridin-3-yl)pyrimidin-2-yl)amino)cyclohexyl)carbamate FC1=C(OC2=NC=CC=C2C2=NC(=NC=C2)NC2CCC(CC2)NC(OC(C)(C)C)=O)C=CC(=C1F)NS(=O)(=O)CC1=CC=CC=C1